CC1C(C1C)C1=NC(=NO1)C(=O)NCC1=CC=C(C=C1)C1=NC(=CC=2N1C=CN2)C=2C=NN(C2)C 5-(2,3-cis-Dimethylcyclopropyl)-N-(4-(7-(1-methyl-1H-pyrazol-4-yl)imidazo[1,2-c]pyrimidin-5-yl)benzyl)-1,2,4-oxadiazole-3-carboxamide